C1(=CC=CC=C1)C1=NN=C(N1C1=CC=CC=C1)C1=CC=C(C=C1)B1OC(C(O1)(C)C)(C)C 3,4-diphenyl-5-(4-(4,4,5,5-tetramethyl-1,3,2-dioxaborolan-2-yl)phenyl)-4H-1,2,4-triazole